NCCCC=1C=C(OCC(CC)(CC)O)C=CC1 3-((3-(3-aminopropyl)phenoxy)methyl)pentan-3-ol